2-amino-4-(butylamino)-6-((4-(pyrrolidin-1-ylmethyl)thiazol-2-yl)methyl)pyrimido[4,5-d]pyridazin-5(6H)-one NC=1N=C(C2=C(C=NN(C2=O)CC=2SC=C(N2)CN2CCCC2)N1)NCCCC